3-(5-cyclopropyl-4-iodo-isoxazol-3-yl)-N-[(2,4-dimethoxyphenyl)methyl]-1-isopropyl-pyrazolo[4,3-c]pyridin-4-amine C1(CC1)C1=C(C(=NO1)C1=NN(C2=C1C(=NC=C2)NCC2=C(C=C(C=C2)OC)OC)C(C)C)I